2-oxo-5-(trifluoromethyl)-1,2-dihydropyridine-3-carboxamide O=C1NC=C(C=C1C(=O)N)C(F)(F)F